C1(=CC=CC=C1)C1=C2C=CC=CC2=C(C2=CC=CC=C12)C=1C=C2C3(C4=C(C=NC=C4)C2=CC1)C1=CC=CC=C1C1=CC2=C(C4=C(S2)C=CC=C4)C=C13 7'-(10-phenylanthracen-9-yl)spiro[benzo[b]fluoreno[2,3-d]thiophene-11,5'-indeno[1,2-c]pyridine]